3-palmitoleoylglycero-1-phospho-glycerol C(CCCCCCC\C=C/CCCCCC)(=O)OCC(COP(=O)(O)OCC(O)CO)O